C(C)(C)(C)OC1=CC=CC(=N1)N1C=2C=CC(=NC2CCC1)[C@H](C)NC(C1=CC=C(C=C1)F)=O (S)-N-(1-(5-(6-(tert-butoxy)pyridin-2-yl)-5,6,7,8-tetrahydro-1,5-naphthyridin-2-yl)ethyl)-4-fluorobenzamide